N-[(5-cyclopropyl-6-fluoropyridin-2-yl)(phenyl)methyl]-4-fluoro-1-[2-(1H-1,2,3-triazol-5-yl)acetyl]pyrrolidine-2-carboxamide C1(CC1)C=1C=CC(=NC1F)C(NC(=O)C1N(CC(C1)F)C(CC1=CN=NN1)=O)C1=CC=CC=C1